C(C)(C)(C)OC(=O)N1[C@H]([C@H]2CC[C@H]2C1)C(=O)O (1S,2R,5R)-3-(tert-butoxycarbonyl)-3-azabicyclo[3.2.0]heptane-2-carboxylic acid